Piperidin-4-yl-(pyridin-4-yl)methanone N1CCC(CC1)C(=O)C1=CC=NC=C1